(3R,4R)-4-(3,4-dihydroisoquinolin-2(1H)-yl-4,4-d2)piperidin-3-ol C1N(CC(C2=CC=CC=C12)([2H])[2H])[C@H]1[C@@H](CNCC1)O